OC(C=O)=CO 2,3-dihydroxyacrolein